[C@@H]12[C@H](C[C@@H](CC1)C2)NC(CN2C(C(=CC=C2)NC([C@H](CCC(C(=O)NC)=O)NC(=O)C=2OC1=C(C2C)C=CC=C1)=O)=O)=O (S)-N1-(1-(2-((1R,2S,4S)-bicyclo[2.2.1]heptan-2-ylamino)-2-oxoethyl)-2-oxo-1,2-dihydropyridin-3-yl)-N6-methyl-2-(3-methylbenzofuran-2-carboxamido)-5-oxohexanediamide